NC=1N=NC(=CC1N1CC(OCC1)C1=C(C=C(C(=O)O)C=C1)C)C1=C(C=CC=C1)O 4-(4-(3-Amino-6-(2-hydroxyphenyl)pyridazin-4-yl)morpholin-2-yl)-3-methylbenzoic acid